4-(3-methoxyphenyl)benzamide COC=1C=C(C=CC1)C1=CC=C(C(=O)N)C=C1